C1(OC(C)C(CC)O1)=O trans-2,3-pentylene carbonate